5-bromo-1-cyclopropyl-3-fluoropyridin-2(1H)-one BrC=1C=C(C(N(C1)C1CC1)=O)F